C(CC)N1N=CC=2C1=NC=NC2N 1-propyl-1H-pyrazolo[3,4-d]pyrimidin-4-amine